C(C)ONC(C1=CN=C(C=C1NC1=C(C=C(C=C1)C(C)C)N(S(=O)(=O)C)C)NC1=CC(=NC=C1)OC)=O n-ethoxy-4-((4-isopropyl-2-(N-methylmethanesulfonamido)phenyl)amino)-6-((2-methoxypyridin-4-yl)amino)nicotinamide